6-methyl-N-((2-(2-(3-methyl-2,4-dioxo-1,3,7-triazaspiro[4.4]nonan-7-yl)pyrimidin-4-yl)-1,6-naphthyridin-7-yl)methyl)-5-(methylsulfonyl)nicotinamide CC1=NC=C(C(=O)NCC2=NC=C3C=CC(=NC3=C2)C2=NC(=NC=C2)N2CC3(C(N(C(N3)=O)C)=O)CC2)C=C1S(=O)(=O)C